N[C@@H]1C=2C=CC(=CC2CCC1)N1C(=NC=2C1=NC(=CC2)N2N=CC=C2)C=2C(=NC=CC2)N (S)-3-(3-(5-amino-5,6,7,8-tetrahydronaphthalen-2-yl)-5-(1H-pyrazol-1-yl)-3H-imidazo[4,5-b]pyridin-2-yl)pyridin-2-amine